6-bromo-N-(4-methoxyphenyl)-3-nitroquinolin-4-amine BrC=1C=C2C(=C(C=NC2=CC1)[N+](=O)[O-])NC1=CC=C(C=C1)OC